perfluoro-hexyl alcohol FC(C(C(C(C(C(F)(F)F)(F)F)(F)F)(F)F)(F)F)(F)O